3-fluoro-2-hydroxy-4-(4,4,5,5-tetramethyl-1,3,2-dioxaborolan-2-yl)benzaldehyde FC=1C(=C(C=O)C=CC1B1OC(C(O1)(C)C)(C)C)O